N-(7-(4,4-difluoropiperidin-1-yl)-1H-pyrazolo[4,3-d]pyrimidin-5-yl)-4-(methylsulfonyl)-2-(6-azaspiro[2.5]octan-6-yl)benzamide FC1(CCN(CC1)C=1C2=C(N=C(N1)NC(C1=C(C=C(C=C1)S(=O)(=O)C)N1CCC3(CC3)CC1)=O)C=NN2)F